CN(CCCC=O)C 4-(dimethylamino)butanal